2-[1-[2-[3-(1,1-Difluoroethyl)azetidin-1-yl]-6-methyl-4-oxo-chromen-8-yl]ethylamino]benzoic acid FC(C)(F)C1CN(C1)C=1OC2=C(C=C(C=C2C(C1)=O)C)C(C)NC1=C(C(=O)O)C=CC=C1